C(C)C1=C(N=CC(=N1)C(=O)N)OC(C)C 6-ethyl-5-isopropoxy-pyrazine-2-carboxamide